BrC1=CC=C(C=C1)S(=O)(=O)NC1=C(C=CC=C1)N1CCCCC1 4-bromo-N-(2-(piperidin-1-yl)phenyl)benzenesulfonamide